4-(((3,5-dicyano-6-(dimethylamino)-4-ethylpyridin-2-yl)sulfanyl)methyl)-N-(2-hydroxyethyl)benzamide C(#N)C=1C(=NC(=C(C1CC)C#N)N(C)C)SCC1=CC=C(C(=O)NCCO)C=C1